N-(2-methyl-4-phenylbut-3-yn-2-yl)benzamide CC(C)(C#CC1=CC=CC=C1)NC(C1=CC=CC=C1)=O